(1R,3S)-3-(3-{[(5-meth-ylpyrazin-2-yl)acetyl]-amino}-1H-pyrazol-5-yl)-cyclopentyl 2,2-dimethyl-azetidine-1-carboxylate CC1(N(CC1)C(=O)O[C@H]1C[C@H](CC1)C1=CC(=NN1)NC(CC1=NC=C(N=C1)C)=O)C